ClC=1C(=C(C(=C(C1)C(C(=O)NCC1=NC=CN=C1Cl)C)OC(C)C)C=1C=NC(=CC1)C(F)(F)F)C 2-(5-chloro-2-isopropoxy-4-methyl-3-(6-(trifluoromethyl)pyridin-3-yl)phenyl)-N-((3-chloropyrazin-2-yl)methyl)propionamide